BrC=1C=C(C(=C(C1)S(=O)(=O)NC=1C(=C(C(=O)NCCOC)C=C(C1)C1CC1)F)O)Cl 3-((5-Bromo-3-chloro-2-hydroxyphenyl)sulfonamido)-5-cyclopropyl-2-fluoro-N-(2-methoxyethyl)benzamide